C1=C(C=CC2=CC=CC=C12)C=1C2=CC=CC=C2C(=C2C=CC=CC12)C1=CC2=CC=CC=C2C=C1 9,10-bis(β-naphthyl)anthracene